ClC1=CC=C(C=C1)S(=O)(=O)[C@@H]1[C@@](CN(C1)S(=O)(=O)C1=C(C=C(C#N)C=C1)OC1CC1)(CO)O 4-(((3r,4s)-4-((4-chlorophenyl)sulfonyl)-3-hydroxy-3-(hydroxymethyl)pyrrolidin-1-yl)sulfonyl)-3-cyclopropyloxybenzonitrile